3-(1-phenylethyl)resorcinol C1(=CC=CC=C1)C(C)C1(CC(O)=CC=C1)O